C(C=C)(=O)N1CC(CC1)C1=C(C=CC=C1)C1=CC2=C(C(=NO2)NS(=O)(=O)C2=C(C=CC=C2OC)OC)C(=C1)OC N-(6-(2-(1-acryloylpyrrolidin-3-yl)phenyl)-4-methoxybenzo[d]isoxazol-3-yl)-2,6-dimethoxybenzenesulfonamide